CN1N=C(C=C1)C(=O)O 1-Methylpyrazole-3-carboxylic acid